C(C(C)C)C1C(CC2N(CCC3=CC(=C(C=C23)OC)OC)C1)O 3-isobutyl-9,10-dimethoxy-1,3,4,6,7,11b-hexahydro-2H-pyrido[2,1-a]isoquinolin-2-ol